P1(=O)(OC2=C(C(=C(C=C2)C(C)(C)C)CCC=2C(=C(C=CC2C(C)(C)C)O1)C(C)(C)C)C(C)(C)C)[O-] ethylenebis(2,4-di-tert-butylphenyl) phosphate